2,6-difluoro-N-(2-(furan-2-yl)-5-((methylamino)methyl)phenyl)benzenesulfonamide FC1=C(C(=CC=C1)F)S(=O)(=O)NC1=C(C=CC(=C1)CNC)C=1OC=CC1